[N+](=O)([O-])C1=C(C(=CC=C1)[N+](=O)[O-])NS(=O)(=O)N1CCOCC1 N-(2,6-dinitrophenyl)morpholine-4-sulfonamide